2-(2-hydroxy-2-methylpropanamido)imidazo[1,2-b]pyridazin-6-yl-2-methoxynicotinate OC(C(=O)NC=1N=C2N(N=C(C=C2)OC(C2=C(N=CC=C2)OC)=O)C1)(C)C